C(C)(C)(C)C1=CC=C(C=C1)C#C.[Cu] copper 4-tert-butyl-phenylacetylene